FC=1C=C(CN2C(=NC3=NC=C(C=C32)N3C=CC=2C3=NC(=CN2)C#C)C)C=C(C1)F 1-(3,5-difluorobenzyl)-6-(3-ethynyl-5H-pyrrolo[2,3-b]pyrazin-5-yl)-2-methyl-1H-imidazo[4,5-b]pyridine